C(=O)(O)C(O)C(O)C(=O)O.C(C)N(C(=O)[C@H]1CN[C@@H]2CC=3C4=C(C2=C1)C=CC=C4NC3)CC.C(C)N(C(=O)[C@H]3CN[C@@H]4CC=1C2=C(C4=C3)C=CC=C2NC1)CC (6aR,9R)-N,N-diethyl-4,6,6a,7,8,9-hexahydroindolo[4,3-fg]quinoline-9-carboxamide hemitartrate